NC1=NC=C(C2=C1C(=C(N2C)C2=CC=C(C=C2)NC(C=C)=O)C=2C=C1C=CN(C1=CC2)C)C#N N-(4-(4-amino-7-cyano-1-methyl-3-(1-methyl-1H-indol-5-yl)-1H-pyrrolo[3,2-c]pyridin-2-yl)phenyl)acrylamide